2-[(1R*,2R*)-2-(6-chloropyridin-2-yl)-2-hydroxy-1-(pyridin-2-yl)ethyl]-6-[5-(difluoromethyl)-1,3,4-oxadiazol-2-yl]-2,3-dihydro-1H-isoindol-1-one ClC1=CC=CC(=N1)[C@@H]([C@@H](C1=NC=CC=C1)N1C(C2=CC(=CC=C2C1)C=1OC(=NN1)C(F)F)=O)O |o1:7,8|